[Cl-].C(C(C)C)C(C1=CC=CC=C1)([N+](C)(C)OCCOC1=CC=CC=C1)CC(C)C Diisobutylphenoxyethoxydimethylbenzylammonium chloride